N-((S)-(4,4-difluorocyclohexyl)(5-((S)-2-methoxy-1-((S)-2-oxo-4-(trifluoromethyl)-imidazolidin-1-yl)ethyl)benzo[d]oxazol-2-yl)methyl)-4-fluoro-1-methyl-1H-pyrazole-5-carboxamide FC1(CCC(CC1)[C@H](NC(=O)C1=C(C=NN1C)F)C=1OC2=C(N1)C=C(C=C2)[C@@H](COC)N2C(N[C@@H](C2)C(F)(F)F)=O)F